6-(((1S,3S)-3-((5-cyclopropylpyrimidin-2-yl)amino)cyclopentylamino)pyridin-3-yl)-5,6-dihydro-7H-pyrrolo[3,4-b]pyridin-7-one C1(CC1)C=1C=NC(=NC1)N[C@@H]1C[C@H](CC1)NC1=NC=CC=C1N1C(C2=NC=CC=C2C1)=O